2-Oxaspiro[3.5]nonane-6,8-dione C1OCC12CC(CC(C2)=O)=O